C1=C(C=CC2=CC=CC=C12)C=1NC(C=2N(C1)N=C(C2)C(=O)OCC)=O ethyl 6-(2-naphthyl)-4-oxo-4,5-dihydropyrazolo[1,5-a]pyrazine-2-carboxylate